ClC1=C(C=CC=C1)C1=CC(=C(C(=C1)F)F)F 2'-chloro-3,4,5-trifluoro-biphenyl